C(CCCCCCCCC)C(O[Si](C(C)(C)C)(C)C)CN(CC(O[Si](C(C)(C)C)(C)C)CCCCCCCCCC)CCCCCO 5-[5,9-bis(decyl)-2,2,3,3,11,11,12,12-octamethyl-4,10-dioxa-7-aza-3,11-disilatridecan-7-yl]pentan-1-ol